CC(C)(C)[S@@](=O)N[C@@H](C)C1=NC(=NS1)N1CCCCC1 (R)-2-methyl-N-[(1S)-1-[3-(1-piperidyl)-1,2,4-thiadiazol-5-yl]ethyl]propane-2-sulfinamide